COC=1C2=C(N=C(N1)NC1CCC(CC1)NC(C)=O)NC=C2C=2C=CC=1N(C2)C(=NN1)C N-((1r,4r)-4-((4-methoxy-5-(3-methyl-[1,2,4]triazolo[4,3-a]pyridin-6-yl)-7H-pyrrolo[2,3-d]pyrimidin-2-yl)amino)cyclohexyl)acetamide